5-Fluoro-1-(4-fluoro-3-(4-Benzoylpiperazine-1-carbonyl)benzyl)quinazoline-2,4(1H,3H)-dione FC1=C2C(NC(N(C2=CC=C1)CC1=CC(=C(C=C1)F)C(=O)N1CCN(CC1)C(C1=CC=CC=C1)=O)=O)=O